2-hexyldecyl 6-{[3-({6-[(2-hexyldecyl)oxy]-6-oxohexyl}(2-hydroxybutyl)amino)propyl](2-hydroxybutyl)amino}hexanoate C(CCCCC)C(COC(CCCCCN(CCCN(CCCCCC(=O)OCC(CCCCCCCC)CCCCCC)CC(CC)O)CC(CC)O)=O)CCCCCCCC